(R)-N-((S)-4-Methyl-5-oxo-5,6,7,8-tetrahydro-4H-pyrazolo[1,5-a][1,3]diazepin-6-yl)-5-(trifluoromethyl)-4,5,6,7-tetrahydro-1H-indazol-3-carboxamid CN1C=2N(CC[C@@H](C1=O)NC(=O)C1=NNC=3CC[C@H](CC13)C(F)(F)F)N=CC2